tert-Butyl 4-[3-(1,2,4-triazol-1-yl)-5-(trifluoromethyl)phenoxy]piperidine-1-carboxylate N1(N=CN=C1)C=1C=C(OC2CCN(CC2)C(=O)OC(C)(C)C)C=C(C1)C(F)(F)F